2-(4-hydroxyphenyl)quinazolin-4(3H)-one OC1=CC=C(C=C1)C1=NC2=CC=CC=C2C(N1)=O